C(CCCCCCCCCCCCCCCCCCC)C=1C=C(C(=C(C1)O)[C@H]1C=C(CC[C@H]1C(=C)C)C)O 5-eicosyl-2-((1S,6R)-3-methyl-6-(prop-1-en-2-yl)cyclohex-2-enyl)benzene-1,3-diol